ClC1=C(C=C(C(=C1)F)N1C(N(C(=CC1=O)C(F)(F)F)C)=O)SC(C(=O)O)CC 2-({2-chloro-4-fluoro-5-[3-methyl-2,6-dioxo-4-(trifluoromethyl)-3,6-dihydropyrimidine-1(2H)-yl]phenyl}sulfanyl)butanoic acid